tert-butyl 4-[1-[4-(2,2-difluoroethyl)phenyl]-5-isopropyl-pyrazol-3-yl]piperazine-1-carboxylate FC(CC1=CC=C(C=C1)N1N=C(C=C1C(C)C)N1CCN(CC1)C(=O)OC(C)(C)C)F